N-((1r,3r)-3-(3-Chloro-4-cyanophenoxy)-2,2,4,4-tetramethylcyclobutyl)-6-(4-(hydroxymethyl)piperidin-1-yl)pyridazine-3-carboxamide ClC=1C=C(OC2C(C(C2(C)C)NC(=O)C=2N=NC(=CC2)N2CCC(CC2)CO)(C)C)C=CC1C#N